FC(C(=O)O)(F)F.FC(C1NCC1)F 2-(difluoromethyl)azetidine trifluoroacetate